C(#C)C=1C(=CC=C2C=C(C=C(C12)C1=C(C=2N=C(N=C(C2C(=N1)OC)O)OC[C@]12CCCN2C[C@@H](C1)F)F)OCOC)F 7-(8-ethynyl-7-fluoro-3-(methoxymethoxy)naphthalen-1-yl)-8-fluoro-2-(((2R,7aS)-2-fluorotetrahydro-1H-pyrrolizin-7a(5H)-yl)methoxy)-5-methoxypyrido[4,3-d]pyrimidin-4-ol